trans-N-(3-(1-Cyclopropyl-1H-pyrazol-4-yl)phenyl)-N-((trans-4-(4-methoxy-3-methylphenyl)cyclohexyl)methyl)-4-(methylsulfonamido)cyclohexanecarboxamide C1(CC1)N1N=CC(=C1)C=1C=C(C=CC1)N(C(=O)[C@@H]1CC[C@H](CC1)NS(=O)(=O)C)C[C@@H]1CC[C@H](CC1)C1=CC(=C(C=C1)OC)C